C1(CC1)C1=CC(=NN1C1OCCCC1)C1=C(C(=CC2=C1C(=NO2)N)N)OC [5-cyclopropyl-1-(oxan-2-yl)-1H-pyrazol-3-yl]-5-methoxy-1,2-benzoxazole-3,6-diamine